acrylamido-5-nitrophenylboronic acid C(C=C)(=O)NC1=C(C=C(C=C1)[N+](=O)[O-])B(O)O